FC1=C(C=C(C=C1)NC(=O)[C@@H]1[C@@H](C2CCC1C2=C(C)C)NC(=O)C=2C=C(C=NC2OC)C2=CC=C(C(=O)O)C=C2)C(F)(F)F 4-(5-{[(2R,3S)-3-{[4-fluoro-3-(trifluoromethyl)phenyl]carbamoyl}-7-(propan-2-ylidene)bicyclo[2.2.1]heptan-2-yl]carbamoyl}-6-methoxypyridin-3-yl)benzoic acid